(4-((1-methylpiperidin-4-yl)amino)phenyl)boronic acid pinacol ester CN1CCC(CC1)NC1=CC=C(C=C1)B1OC(C)(C)C(C)(C)O1